C[C@]12[C@H]3CC[C@@]4(C(=CC[C@H]4[C@@H]3CC=C2C[C@@H](CC1)N)C=1C=NC=CC1)C (3R,8R,9S,10R,13S,14S)-10,13-dimethyl-17-(pyridin-3-yl)-2,3,4,7,8,9,10,11,12,13,14,15-dodecahydro-1H-cyclopenta[a]phenanthren-3-amine